4-chloro-5-methyl-2-(methylthio)-6-(4-(pyridin-3-yloxy)piperidin-1-yl)pyrimidine ClC1=NC(=NC(=C1C)N1CCC(CC1)OC=1C=NC=CC1)SC